tert-butyl 4-(4-bromo-5-fluoro-2-methylbenzoyl)piperazine-1-carboxylate BrC1=CC(=C(C(=O)N2CCN(CC2)C(=O)OC(C)(C)C)C=C1F)C